N-isobutyl-4-(sec-butylimino)-2-penten-2-amine C(C(C)C)NC(C)=CC(C)=NC(C)CC